OCC=1C(=NC=C(N1)S)N1CCC2([C@@H]([C@@H](OC2)C)NC(OC(C)(C)C)=O)CC1 tert-butyl ((3S,4S)-8-(3-(hydroxymethyl)-5-mercaptopyrazin-2-yl)-3-methyl-2-oxa-8-azaspiro[4.5]decan-4-yl)carbamate